NC1=NC=C(C=2C1=CNN2)NC(C(N2[C@H](CN([C@@H](C2)C)C(C)=O)C=2C=CC1=C(N=CS1)C2)=O)=O |r| N-(4-amino-2H-pyrazolo[4,3-c]pyridin-7-yl)-2-oxo-2-[rac-(2S,5R)-4-acetyl-2-(1,3-benzothiazol-5-yl)-5-methyl-piperazin-1-yl]acetamide